ClC1=CC=C(C=C1)N(C(=O)C=1N=CC=2N(C1)C(=CN2)C2=CC=C(C=C2)NC(C(F)F)=O)C N-(4-chlorophenyl)-3-[4-[(2,2-difluoroacetyl)amino]phenyl]-N-methyl-imidazo[1,2-a]pyrazine-6-carboxamide